(R)-2-(4-(3-(1-(5-ethylpyrimidin-2-yl)piperidin-4-yl)propoxy)-2,6-difluorophenyl)-5-methyl-4,5-dihydrooxazole C(C)C=1C=NC(=NC1)N1CCC(CC1)CCCOC1=CC(=C(C(=C1)F)C=1O[C@@H](CN1)C)F